COC(C)(OC)OC 1,1,1-trimethoxy-Ethane